ethyl 7-isobutyl-5-phenylpyrazolo[1,5-a]pyrimidine-2-carboxylate C(C(C)C)C1=CC(=NC=2N1N=C(C2)C(=O)OCC)C2=CC=CC=C2